1-(4-ethynylphenyl)ethan-1-one C(#C)C1=CC=C(C=C1)C(C)=O